butyl-[1-(2-chlorophenyl)but-3-enoxy]-dimethyl-silane C(CCC)[Si](C)(C)OC(CC=C)C1=C(C=CC=C1)Cl